C([C@@H]1CO1)OC(C1=CC=CC=C1)(C1=CC=CC=C1)C1=CC=CC=C1 (S)-trityl glycidyl ether